tert-butyl 3-((4-((2-ethyl-4-((3-(2-fluoro-6-(3-methyl-1H-pyrazol-4-yl)pyridin-3-yl)imidazo[1,2-a]pyrazin-8-yl)amino)benzamido)methyl)piperidin-1-yl)methyl)azetidine-1-carboxylate C(C)C1=C(C(=O)NCC2CCN(CC2)CC2CN(C2)C(=O)OC(C)(C)C)C=CC(=C1)NC=1C=2N(C=CN1)C(=CN2)C=2C(=NC(=CC2)C=2C(=NNC2)C)F